C(C)(=O)C1(OC(C=2C(=C3C4C(C(OC3=CC2CCCCC)(C)C)CCC(=C4)C)O1)=O)C 2-Acetyl-2,8,8,11-tetramethyl-5-pentyl-8a,9,10,12a-tetrahydro-4H,8H-benzo[c][1,3]dioxino[4,5-f]chromen-4-on